NC1=C(C=C(C(=C1)C=1C=NC(=NC1)N1CCOCC1)F)N1C[C@@H](CC1)N(CC)CC (R)-1-(2-amino-5-fluoro-4-(2-morpholinopyrimidin-5-yl)phenyl)-N,N-diethylpyrrolidin-3-amine